(3R)-2-hydroxy-3-(2-(4-phosphonophenyl)-2-((R)-pyrrolidine-2-carboxamido)acetamido)-3,4-dihydro-2H-benzo[e][1,2]oxaborinine-8-carboxylic acid OB1OC2=C(C[C@@H]1NC(C(NC(=O)[C@@H]1NCCC1)C1=CC=C(C=C1)P(=O)(O)O)=O)C=CC=C2C(=O)O